6-iodo-7-[1-(5-methyl-1,2,4-oxadiazol-3-yl)ethyl]-5-(4-phenoxyphenyl)-7H-pyrrolo[2,3-d]pyrimidin-4-amine IC1=C(C2=C(N=CN=C2N)N1C(C)C1=NOC(=N1)C)C1=CC=C(C=C1)OC1=CC=CC=C1